7-(tert-butyldimethylsilyl)-2-chloro-4-methyl-7H-pyrrolo[2,3-d]pyrimidine [Si](C)(C)(C(C)(C)C)N1C=CC2=C1N=C(N=C2C)Cl